C(C)(C)OC1=CC=C(C=C1)/C=C/C(=O)OC Methyl (E)-3-(4-isopropoxyphenyl)acrylate